C1(=CC=C(C=C1)C[C@H](C(=O)N)NC(=O)[C@H]1N(C[C@@H](C1)O)C([C@H](C(C)(C)C)N1N=NC=C1)=O)C1=CC=CC=C1 (2S,4R)-N-((R)-3-([1,1'-biphenyl]-4-yl)-1-amino-1-oxopropan-2-yl)-1-((S)-3,3-dimethyl-2-(1H-1,2,3-triazol-1-yl)butanoyl)-4-hydroxypyrrolidine-2-carboxamide